O1CCC2=C1C=CC(=C2)S(=O)(=O)N2CCC(CC2)C2=CC=1C(=CN=CC1)S2 2-(1-((2,3-dihydrobenzofuran-5-yl)sulfonyl)piperidin-4-yl)thieno[2,3-c]pyridine